C(C(C)C)(=O)OCCOC(=O)O[C@@]1(CC[C@@H]2[C@H]3CC[C@@]4([C@H](CC[C@H]4[C@@H]3CC[C@@H]2C1)C(CN1N=CC(=C1)C#N)=O)C)C 2-(((((3R,5R,8R,9R,10S,13S,14S,17S)-17-(2-(4-cyano-1H-pyrazol-1-yl)acetyl)-3,13-dimethylhexadecahydro-1H-cyclopenta[a]phenanthren-3-yl)oxy)carbonyl)oxy)ethyl isobutyrate